6-chloro-8-fluoro-2-(((3r,4r)-4-methoxy-1-methylpyrrolidin-3-yl)oxy)quinoline-3-carbonitrile ClC=1C=C2C=C(C(=NC2=C(C1)F)O[C@@H]1CN(C[C@H]1OC)C)C#N